1-(1Z-eicosenyl)-2-(9Z-heptadecenoyl)-glycero-3-phospho-(1'-sn-glycerol) CCCCCCCCCCCCCCCCCC/C=C\OC[C@H](COP(=O)(O)OC[C@H](CO)O)OC(=O)CCCCCCC/C=C\CCCCCCC